C(C)(C)(C)OC(=O)NC(CC(=O)OC)C=1C=NC=C(C1)C1=C(C=CC=C1OCCCC=C)C Methyl 3-((tert-butoxycarbonyl)amino)-3-(5-(2-methyl-6-(pent-4-en-1-yloxy)phenyl)pyridin-3-yl)propanoate